heptaneNoate C(C=CCCCC)(=O)[O-]